butyl N-[(2S)-1-(4-carbamoyl-3-fluorophenyl)-3-hydroxypropan-2-yl]carbamate C(N)(=O)C1=C(C=C(C=C1)C[C@@H](CO)NC(OCCCC)=O)F